FC(C(=O)O)(F)F.CC1CC(OC1(C(F)(F)F)C)C(=O)N 4,5-dimethyl-5-(trifluoromethyl)tetrahydrofuran-2-carboxamide 2,2,2-trifluoroacetate